(5R)-(-)-6-[3-chloro-2-hydroxy-4-(4-hydroxybutoxy)phenyl]-5-methyl-4,5-dihydro-2H-pyridazin-3-one ClC=1C(=C(C=CC1OCCCCO)C=1[C@@H](CC(NN1)=O)C)O